C(#N)C1=C(CC=2C(=NN(C2)C)NC(OC(C)(C)C)=O)C=CC=C1 tert-butyl (4-(2-cyanobenzyl)-1-methyl-1H-pyrazol-3-yl)carbamate